C(C)C=1C(=C(C)C=C(C1N)CC)N 3,5-diethyl-2,4-tolylenediamine